C(C=CCCCCCCC)=O anti-2-decenal